3-(4-amino-2-(2-methylpyrimidin-5-yl)-1H-pyrrolo[2,3-b]pyridin-5-yl)-2,4-dimethylphenol NC1=C2C(=NC=C1C=1C(=C(C=CC1C)O)C)NC(=C2)C=2C=NC(=NC2)C